C[13CH]=C propene-2-13C